NC1=C(C=C(C=C1)N)C=1SC(C(C1F)=C=O)F (2,5-diaminodifluorophenyl-4-carbonyl-thiophene)